CN(C)CC1=C(C=C(C=C1)NC(=O)C1=CC=C2CCN(C2=C1)CC=1C=C2C(=NC1)NN=C2C)C(F)(F)F N-(4-((Dimethylamino)methyl)-3-(trifluoromethyl)phenyl)-1-((3-methyl-1H-pyrazolo[3,4-b]pyridin-5-yl)methyl)indolin-6-carboxamid